tert-butyl 7-(6-(8-fluoro-2-methylimidazo[1,2-a]pyridin-6-yl)-4-oxo-3,4-dihydroquinazolin-2-yl)-4,7-diazaspiro[2.5]octane-4-carboxylate FC=1C=2N(C=C(C1)C=1C=C3C(NC(=NC3=CC1)N1CCN(C3(CC3)C1)C(=O)OC(C)(C)C)=O)C=C(N2)C